C1(CC1)COC=1C(=C(C=C(C1)C=1OC(=CN1)C)O)C=1N=NC(=CC1)N(C1CC(NC(C1)(C)C)(C)C)C 3-(cyclopropylmethoxy)-2-(6-(methyl(2,2,6,6-tetramethylpiperidin-4-yl)amino)-pyridazin-3-yl)-5-(5-methyloxazol-2-yl)phenol